ClC=1C=C(C=C(C1)Cl)C1=NC(=CC(=C1)CN1CCC(CC1)CC(=O)O)OC=1C=NC(=NC1)N1CCC(CC1)N(C)C 2-(1-((2-(3,5-dichloro-phenyl)-6-((2-(4-(dimethylamino)piperidin-1-yl)pyrimidin-5-yl)oxy)pyridin-4-yl)methyl)piperidin-4-yl)acetic acid